6-chloro-7-(5,7-dihydro-6H-pyrrolo[3,4-b]pyridin-6-yl)-1-(6-((2-meth-oxyethyl)(methyl)-amino)-4-methyl-pyridin-3-yl)-4-oxo-1,4-dihydro-1,8-naphthyridine-3-carboxylic acid ClC=1C=C2C(C(=CN(C2=NC1N1CC2=NC=CC=C2C1)C=1C=NC(=CC1C)N(C)CCOC)C(=O)O)=O